C1NCC12C=CC2 2-aza-5-spiro[3.3]hepten